C1(=C(C(=CC(=C1)C)C)N1C(=NC=C1)C1=CC=CC=C1)C mesityl-2-phenyl-1H-imidazole